C(C)NC([C@@H](CC)NC1=NC=2C=CC=CC2C=2N1N=C(N2)C2=CC(=CC=C2)OC(F)(F)F)=O (2R)-N-ethyl-2-({2-[3-(trifluoromethoxy)phenyl][1,2,4]triazolo[1,5-c]quinazolin-5-yl}amino)butanamide